ClC=1C=CC(=NC1)C1=NC(=NN1C1=C(C=C(C=C1)F)F)OCC(=O)OC Methyl {[5-(5-chloropyridin-2-yl)-1-(2,4-difluorophenyl)-1H-1,2,4-triazol-3-yl]oxy}acetate